C(CC)C(CO)(CO)CC 2-propyl-2-ethyl-1,3-propanediol